[Si](C)(C)(C(C)(C)C)OC=1C=C(C=O)C=CC1 3-[tert-butyl(dimethyl)silyl]oxybenzaldehyde